1,3,5-tris(bromophenyl)-pyrazine BrC1=C(C=CC=C1)N1CC(=NC(=C1)C1=C(C=CC=C1)Br)C1=C(C=CC=C1)Br